C1(CCC1)C#C[C@@H]([C@@]1(OCC(C1)(F)F)C)NC1=C(C(C1=O)=O)NC1=C(C(=NC=C1)C(=O)N(C)C)O 4-((2-(((S)-3-cyclobutyl-1-((R)-4,4-difluoro-2-methyltetrahydrofuran-2-yl)prop-2-yn-1-yl)amino)-3,4-dioxocyclobut-1-en-1-yl)amino)-3-hydroxy-N,N-dimethylpicolinamide